C(CCC)OC1=CC=C(C=C1)C(=O)N1CC(CC1)C=1N=C(C2=C(N1)CNCC2)NC (4-butoxyphenyl)-[3-[4-(methylamino)-5,6,7,8-tetrahydropyrido[3,4-d]pyrimidin-2-yl]pyrrolidin-1-yl]methanone